N(C(=N)N)C(C(=O)[O-])(C1=CC=CC=C1)OC(C1=CC=CC=C1)=O guanidinobenzoyloxy-phenylacetate